4-(5,7-dimethoxy-4-oxo-3,4-dihydroquinazolin-2-yl)benzamide COC1=C2C(NC(=NC2=CC(=C1)OC)C1=CC=C(C(=O)N)C=C1)=O